C(CC(C)C)OC[C@H](NC(CCC=C)=O)C(=O)O O-isopentyl-N-(pent-4-enoyl)-L-serine